C(C)(C)C1=NN(C(C=2N1N=C(C2)C=C)=O)CC(=O)[O-] 2-(7-isopropyl-4-oxo-2-vinylpyrazolo[1,5-d][1,2,4]triazin-5(4H)-yl)acetate